FC1=C(C=CC(=C1)C1=NOC(=N1)C(F)(F)F)C(CSC=1C=NC=CC1)=O 1-(2-Fluoro-4-(5-(trifluoromethyl)-1,2,4-oxadiazol-3-yl)-phenyl)-2-(pyridin-3-ylthio)ethan-1-on